C(C)(C)(C)C=1C=C(C=C(C1)C(C)(C)C)C1=CC=2CC3=CC(=CC=C3C2C=C1)C1=CC(=CC(=C1)C(C)(C)C)C(C)(C)C 2,7-bis(3,5-di-tert-butylphenyl)fluorene